C(C)(C)C1CC(=C(CC1)CCC=O)C 3-(4-isopropyl-2-methyl-1-cyclohexen-1-yl)propanal